NC1=C(C=C2C(=N1)C(C=1C(=CC=CC1O2)Cl)=O)C2=CC=C(C=C2)NC2CCN(CC2)CC2CCN(CC2)C=2C=C1C(N(C(C1=CC2)=O)C2C(NC(CC2)=O)=O)=O 5-(4-((4-((4-(2-amino-9-chloro-10-oxo-10H-chromeno[3,2-b]pyridin-3-yl)phenyl)amino)piperidin-1-yl)methyl)piperidin-1-yl)-2-(2,6-dioxopiperidin-3-yl)isoindoline-1,3-dione